trans-alpha-Farnesene CC(=CCC/C(=C/C/C=C(\C)/C=C)/C)C